6-(Benzyloxy)-3,4-dihydroisoquinolin-1(2H)-one C(C1=CC=CC=C1)OC=1C=C2CCNC(C2=CC1)=O